ClC1=CC=CC2=C1NC(=N2)C(=O)N2CC=1N(CC2)C(=NC1)C1CCCCC1 (7-Chloro-1H-benzo[d]imidazol-2-yl)(3-cyclohexyl-5,6-dihydroimidazo[1,5-a]pyrazin-7(8H)-yl)methanone